F[B-](F)(F)F.N=CC=CN 1,5-diazapentadiene tetrafluoroborate